C(C)(C)(C)OC(COCCOCCOCC1=CC=CC=C1)=O 2-(2-(2-(Benzyloxy)ethoxy)ethoxy)acetic acid tert-butyl ester